4,5-dichloron-octyl-4-isothiazolin-3-one ClC(CCCN1SC=CC1=O)C(CCC)Cl